CC=1OC=2C=C(C=C(C2C2C1C=CC(=C2)C)O)CCC 6,9-Dimethyl-3-propyl-10aH-benzo[c]chromen-1-ol